bis(diethylamino)ethyl-(3-vinylphenyl)silane C(C)N(CC)C(C[SiH2]C1=CC(=CC=C1)C=C)N(CC)CC